8-(benzo[d][1,3]dioxol-5-yl-(cyclopropylmethyl)amino)-5-methyl-6-oxo-5,6-dihydro-1,5-naphthyridine-2-carbonitrile O1COC2=C1C=CC(=C2)N(C2=CC(N(C=1C=CC(=NC21)C#N)C)=O)CC2CC2